2-(Methylamino)-1-naphthalen-1-ylpropan-1-one CNC(C(=O)C1=CC=CC2=CC=CC=C12)C